Methyl 6-methoxy-1,3-dihydroisobenzofuran-5-carboxylate 4,5-dichloro-2-methoxymethyl-benzoate ClC1=CC(=C(C(=O)O)C=C1Cl)COC.COC1=C(C=C2COCC2=C1)C(=O)OC